COC=1C=C(/C=C/C=2C3=C(N=C(N2)N2CCOCC2)N(CC3)C=3C=NC=CC3)C=CC1 (E)-4-(4-(3-methoxystyryl)-7-(pyridin-3-yl)-6,7-dihydro-5H-pyrrolo[2,3-d]pyrimidin-2-yl)morpholine